aluminum-cadmium [Cd].[Al]